ClC=1C=C(C#N)C=C(N1)C1=CC=C(C=C1)F 2-chloro-6-(4-fluorophenyl)isonicotinonitrile